t-Butyl (3S)-3-[4-[3-cyano-4-[(5-methyl-2-pyridyl)sulfanyl]pyrazolo[1,5-a]pyridin-6-yl]pyrazol-1-yl]piperidine-1-carboxylate C(#N)C=1C=NN2C1C(=CC(=C2)C=2C=NN(C2)[C@@H]2CN(CCC2)C(=O)OC(C)(C)C)SC2=NC=C(C=C2)C